((4-(7-(((2S,5R)-5-(Azetidine-1-sulfonamido)tetrahydro-2H-pyran-2-yl)methyl)-2,7-diazaspiro[3.5]nonan-2-yl)pyrimidin-5-yl)oxy)-N-(3,3-difluorocyclobutyl)-5-fluoro-N-isopropylbenzamide N1(CCC1)S(=O)(=O)N[C@@H]1CC[C@H](OC1)CN1CCC2(CN(C2)C2=NC=NC=C2OC2=C(C(=O)N(C(C)C)C3CC(C3)(F)F)C=C(C=C2)F)CC1